C(CC)C1=CC=C(C=C2NC(C3=CC=CC=C23)=O)C=C1 3-(4-propylbenzylidene)isoindolin-1-one